4-methylpiperidin-amide CC1CCN(CC1)C(=O)N